tetraglycidyl-9,9-bis(4-aminophenyl)fluorene C(C1CO1)C1=C(C(=C(C=2C(C3=CC=CC=C3C12)(C1=CC=C(C=C1)N)C1=CC=C(C=C1)N)CC1CO1)CC1CO1)CC1CO1